FC1=C(C(=O)NC=2C(=NC=C(C2)B2OC(C(O2)(C)C)(C)C)OC)C=CC(=C1)F 2,4-difluoro-N-(2-methoxy-5-(4,4,5,5-tetramethyl-1,3,2-dioxaborolan-2-yl)pyridin-3-yl)benzamide